ClC1=CC=C(C=C1)[C@@H]1C[C@H](C1)N1C(OC(=N1)CN1C(=NC=2N=CN(C2C1=O)C)[2H])=O trans-3-[3-(4-chlorophenyl)cyclobutyl]-5-[(2-deutero-7-methyl-6-oxo-purin-1-yl)methyl]-1,3,4-oxadiazol-2-one